C(C1=CC=CC=C1)N1CCC(CC1)CCNC(=O)C1[C@H](CN(CC1)C1=NC=C(C=C1)C(F)(F)F)C (3R)-N-[2-(1-benzylpiperidin-4-yl)ethyl]-3-methyl-1-[5-(trifluoromethyl)pyridin-2-yl]piperidine-4-carboxamide